((R)-3-(4-fluorophenyl)pyrrolidin-1-yl)(4-((R)-2-hydroxy-3-(1H-imidazol-1-yl)propoxy)phenyl)methanone FC1=CC=C(C=C1)[C@@H]1CN(CC1)C(=O)C1=CC=C(C=C1)OC[C@@H](CN1C=NC=C1)O